O=C1NCC12CCNCC2 1-oxo-2,7-diazaspiro[3.5]nonane